CC1=CC(=C(N)C(=C1)C1=C(C(=C(C(=C1F)F)F)F)F)C1=C(C(=C(C(=C1F)F)F)F)F 4-methyl-2,6-bis(2,3,4,5,6-pentafluorophenyl)aniline